(2E)-N-(4-iodophenyl)-3-[(2R)-1-methyltetrahydro-1H-pyrrol-2-yl]prop-2-enamide IC1=CC=C(C=C1)NC(\C=C\[C@@H]1N(CCC1)C)=O